CC=1SC(=C(N1)C(=O)OCC)NC ethyl 2-methyl-5-(methylamino)thiazole-4-carboxylate